tert-butyl 4-[3-[1-(2,6-dioxo-3-piperidyl)-3-methyl 2-oxo benzimidazol-4-yl]prop-2-ynyl]-1-oxa-4,9-diazaspiro[5.5]undecane-9-carboxylate O=C1NC(CCC1N1C(N(C2=C1C=CC=C2C#CCN2CCOC1(C2)CCN(CC1)C(=O)OC(C)(C)C)C)=O)=O